BrC=1C=C(C=CC1)C(C1C(CCCC1)=O)NC1=CC=C(C=C1)C 2-((3-bromophenyl)(p-toluylamino)methyl)cyclohexan-1-one